9H-fluoren-9-ylmethyl N-[(1S)-1-benzyl-2-[[2-[4-(hydroxylmethyl)anilino]-2-oxo-ethyl]amino]-2-oxo-ethyl]carbamate C(C1=CC=CC=C1)[C@@H](C(=O)NCC(=O)NC1=CC=C(C=C1)CO)NC(OCC1C2=CC=CC=C2C=2C=CC=CC12)=O